3-Methyl-1-[4-(2-oxo-3,6-dihydro-2H-1,3,4-oxadiazin-5-yl)-2-(trifluoromethyl)phenyl]azetidine-3-carbonitrile CC1(CN(C1)C1=C(C=C(C=C1)C1=NNC(OC1)=O)C(F)(F)F)C#N